amino-6-(2-methoxy-3-trifluoromethylpyridin-5-yl)pyrido[3,2-d]pyrimidine NC=1N=CC2=C(N1)C=CC(=N2)C=2C=C(C(=NC2)OC)C(F)(F)F